C[Si](CCOC(=O)N1C[C@H]([C@H](C1)F)CN(C(CCl)=O)[C@H](C(C)(C)C)C=1N(C=C(C1)C1=C(C=CC(=C1)F)F)CC1=CC=CC=C1)(C)C 2-(Trimethylsilyl)ethyl-(3R,4R)-3-{[{(1R)-1-[1-benzyl-4-(2,5-difluorophenyl)-1H-pyrrol-2-yl]-2,2-dimethylpropyl}(chloroacetyl)-amino]methyl}-4-fluoropyrrolidine-1-carboxylate